2-(2-tert-butylcyclohexyloxy)-1,3-propanediol C(C)(C)(C)C1C(CCCC1)OC(CO)CO